2-Nitro-N-(3-(quinolin-8-yloxy)propyl)aniline [N+](=O)([O-])C1=C(NCCCOC=2C=CC=C3C=CC=NC23)C=CC=C1